Methyl 2-(4-amino-1-isopropyl-1H-pyrazolo[4,3-c]pyridin-3-yl)-1H-indole-6-carboxylate NC1=NC=CC2=C1C(=NN2C(C)C)C=2NC1=CC(=CC=C1C2)C(=O)OC